2-(2,4-difluorophenyl)-1-(4-((4-(piperidin-1-yl)phenyl)amino)piperidin-1-yl)-3-(1H-1,2,4-triazol-1-yl)propan-2-ol FC1=C(C=CC(=C1)F)C(CN1CCC(CC1)NC1=CC=C(C=C1)N1CCCCC1)(CN1N=CN=C1)O